CS(=O)(=O)N1CCC(CC1)N1CCC(CC1)NC1=C2C=C(N(C2=CC=C1)CC(F)(F)F)C#CCNC=1C=CC(=NC1)C(C#N)(C)C 2-(5-{[3-(4-{[1-(1-methanesulfonylpiperidin-4-yl)piperidin-4-yl]amino}-1-(2,2,2-trifluoroethyl)-1H-indol-2-yl)prop-2-yn-1-yl]amino}pyridin-2-yl)-2-methylpropanenitrile